ethoxy-3-methylphenol C(C)OC1=C(C=CC=C1C)O